FC=1C(=NC=CC1)N1N=CC=C1N 1-(3-fluoropyridin-2-yl)-1H-pyrazol-5-amine